CC1(N(CCCC1)C1=C(C=C(C=C1)C(F)(F)F)NS(=O)(=O)C=1C=C(C(=O)O)C=CC1OC)C 3-(N-(2-(2,2-dimethylpiperidin-1-yl)-5-(trifluoromethyl)phenyl)sulfamoyl)-4-methoxybenzoic acid